3-phenylpyrazole C1(=CC=CC=C1)C1=NNC=C1